ClCC1CN(C2=CC(=C3C(=C12)N=C(O3)C)O)C(=O)C=3NC1=CC=C(C=C1C3)N3C(=CC1=CC(=CC=C31)OCCN(C)C)C(=O)N (2-(8-(chloromethyl)-4-hydroxy-2-methyl-7,8-dihydro-6H-oxazolo[4,5-e]indole-6-carbonyl)-1H-indol-5-yl)-5-(2-(dimethylamino)ethoxy)-1H-indole-2-carboxamide